OC(COCCNC(=O)C1=CC2=C(N(C(=N2)NC=2SC3=C(N2)C=CC(=C3)OC(F)(F)F)C)C=C1)(C)C 1-Methyl-2-(6-trifluoromethoxy-benzothiazol-2-ylamino)-1H-benzoimidazole-5-carboxylic acid [2-(2-hydroxy-2-methyl-propoxy)-ethyl]-amide